C(C)(C)(C)N1N=CC2=C1C(N(N=C2C)CC(=O)N[C@@H](C)C2=CC=C(C=C2)OC)=O (S)-2-(1-(tert-butyl)-4-methyl-7-oxo-1,7-dihydro-6H-pyrazolo[3,4-d]pyridazin-6-yl)-N-(1-(4-methoxyphenyl)ethyl)acetamide